N-methyl-N-(piperidin-3-ylmethyl)-6-(trifluoromethyl)pyridin-2-amine hydrochloride Cl.CN(C1=NC(=CC=C1)C(F)(F)F)CC1CNCCC1